CN(CCN1CCC(CC1)C(=O)NC1=CC=C(C=C1)NC1=NC=CC(=N1)NC1=NC(=NC=C1)C1=NC(=CC=C1)C)C 1-[2-(dimethylamino)ethyl]-N-[4-[[4-[[2-(6-methyl-2-pyridyl)pyrimidin-4-yl]amino]pyrimidin-2-yl]amino]phenyl]piperidine-4-carboxamide